OC(CN(CCCOCCOCCOCCCN1CCN(CC1)CCN(CC(CCCCCCCCCC)O)CCCOCCOCCOCCCN(CC(CCCCCCCCCC)O)CC(CCCCCCCCCC)O)CC(CCCCCCCCCC)O)CCCCCCCCCC 13-(2-(4-(16-hydroxy-14-(2-hydroxydodecyl)-4,7,10-trioxa-14-azahexacosyl)piperazin-1-yl)ethyl)-27-(2-hydroxydodecyl)-17,20,23-trioxa-13,27-diazanonatriacontane-11,29-diol